2-bromopentanedioic acid BrC(C(=O)O)CCC(=O)O